FC=1C=C(C=CC1)C(C(=O)NN1C(=NC2=CC=CC=C2C1=O)C(C)C)C 2-(3-Fluoro-phenyl)-N-(2-isopropyl-4-oxo-4H-quinazolin-3-yl)-propionamide